butyl ((2-((RS)-3-(3-hydroxypropyl)pyrrolidin-1-yl)-4-methylphenyl)sulfonyl)-L-prolinate OCCC[C@H]1CN(CC1)C1=C(C=CC(=C1)C)S(=O)(=O)N1[C@@H](CCC1)C(=O)OCCCC |&1:4|